COC(=O)C1[C@H]2CN(C[C@@H]12)C1=NC=C(C=C1)N1N=C(C2=CC=CC(=C12)C)I (1R,5S,6R)-3-[5-(3-iodo-7-methyl-1H-indazol-1-yl)pyridin-2-yl]-3-azabicyclo[3.1.0]hexane-6-carboxylic acid methyl ester